(2'S,3S,4'S,5'R)-6-chloro-4'-(3-chloro-2-fluorophenyl)-N-(2-methoxy-4-(methylsulfonyl)phenyl)-2'-neopentylspiro[indoline-3,3'-pyrrolidine]-5'-carboxamide ClC1=CC=C2C(=C1)NC[C@@]21[C@@H](N[C@H]([C@@H]1C1=C(C(=CC=C1)Cl)F)C(=O)NC1=C(C=C(C=C1)S(=O)(=O)C)OC)CC(C)(C)C